N-[(3S)-6,8-Difluoro-4-oxo-3,5-dihydro-2H-1,5-benzoxazepin-3-yl]-5-isopropyl-[1,2,4]triazolo[1,5-a]pyridin-2-carboxamid FC1=CC(=CC2=C1NC([C@H](CO2)NC(=O)C2=NN1C(C=CC=C1C(C)C)=N2)=O)F